[8-[2-hydroxy-3-(propan-2-ylamino)propoxy]-3,4-dihydro-2H-chromen-3-yl] nitrate [N+](=O)(OC1COC2=C(C=CC=C2C1)OCC(CNC(C)C)O)[O-]